C(#N)C(=CC1C(C1C(=O)OCC1=C(C(=C(C(=C1F)F)COC)F)F)(C)C)C [2,3,5,6-tetrafluoro-4-(methoxymethyl)phenyl]methyl 3-(2-cyano-1-propen-1-yl)-2,2-dimethylcyclopropanecarboxylate